FC=1C=CC(=NC1)OC1=CC=C(N)C=C1 4-((5-fluoropyridin-2-yl)oxy)aniline